[6-(5-cyclobutyl-4H-1,2,4-triazol-3-yl)-2-azaspiro[3.3]heptan-2-yl]-[6-[(3-methylsulfonylphenyl)methyl]-2-azaspiro[3.3]heptan-2-yl]methanone C1(CCC1)C=1NC(=NN1)C1CC2(CN(C2)C(=O)N2CC3(C2)CC(C3)CC3=CC(=CC=C3)S(=O)(=O)C)C1